4-(3-chlorophenyl)-1-methylquinolin-2(1H)-one ClC=1C=C(C=CC1)C1=CC(N(C2=CC=CC=C12)C)=O